C(C)OC(CC1(CNC2CNC12)C(=O)O)=O 4-(2-ethoxy-2-oxoethyl)-2,6-diazabicyclo[3.2.0]Heptane-4-carboxylic acid